C(C1=CC=CC=C1)ON1C(=NC2=CC(=CC=C2C1=O)OC)C (benzyloxy)-7-methoxy-2-methyl-quinazolin-4(3H)-one